cystamine dibutyrate C(CCC)(=O)O.C(CCC)(=O)O.NCCSSCCN